[Li].C1(OC=CO1)=O vinylene carbonate, lithium salt